3-tert-Butyl-4-oxopentanoic acid C(C)(C)(C)C(CC(=O)O)C(C)=O